3-(5-[3-[3-(2-hydroxyethoxy)propoxy]prop-1-yn-1-yl]-3-methyl-2-oxo-2,3-dihydro-1H-1,3-benzodiazol-1-yl)piperidine-2,6-dione OCCOCCCOCC#CC1=CC2=C(N(C(N2C)=O)C2C(NC(CC2)=O)=O)C=C1